((1r,4r)-4-methylcyclohexyl)piperidine-4-carboxamide CC1CCC(CC1)N1CCC(CC1)C(=O)N